C1(CC1)N(C1CC1)C[C@H]1CNCC1 (R)-N-cyclopropyl-N-(pyrrolidin-3-ylmethyl)cyclopropanamine